Ethyl N-(2-chloro-5-nitropyrimidin-4-yl)-N-(1,1-dimethylsilinan-4-yl)glycinate ClC1=NC=C(C(=N1)N(CC(=O)OCC)C1CC[Si](CC1)(C)C)[N+](=O)[O-]